P(=O)(=O)[C-]1C=CC=C1.[CH-]1C=CC=C1.[Fe+2] Phosphoferrocene